C(C)(C)(C)OC(=O)N1CCC(CC1)(CC=1N=C(SC1)Cl)C(N)=O 4-carbamoyl-4-((2-chlorothiazol-4-yl)methyl)piperidine-1-carboxylic acid tert-butyl ester